C(C)(C)(C)N(C(=O)OC[C@@]1(OC2=C([C@@H]1C)C(=C(C(=C2)F)Cl)Br)C=2C=NC=CC2)C2=C(C=C(C(=C2)Br)F)C(C(F)(F)F)=O ((2S,3S)-4-bromo-5-chloro-6-fluoro-3-methyl-2-(pyridin-3-yl)-2,3-dihydrobenzofuran-2-yl)methanol tert-butyl-(5-bromo-4-fluoro-2-(2,2,2-trifluoroacetyl)phenyl)carbamate